[Na].FC(C(=O)O)(OC(C(OC(C(F)(F)F)(F)F)(C(F)(F)F)F)(F)F)C(F)(F)F perfluoro-2,5-dimethyl-3,6-dioxaoctanoic acid sodium